N-((1-((2-(3,5-dichlorophenyl)-6-((2-(piperazin-1-yl)pyrimidin-5-yl)oxy)pyridine-4-yl)methyl)piperidin-4-yl)methyl)acetamide ClC=1C=C(C=C(C1)Cl)C1=NC(=CC(=C1)CN1CCC(CC1)CNC(C)=O)OC=1C=NC(=NC1)N1CCNCC1